tert-butyl (1S,4S)-6-(1-hydroxyethyl)-2,5-diazabicyclo[2.2.1]heptane-2-carboxylate OC(C)C1N[C@@H]2CN([C@H]1C2)C(=O)OC(C)(C)C